1H-indol-5-yl (3r,5r,7r)-adamantane-1-carboxylate C12(CC3CC(CC(C1)C3)C2)C(=O)OC=2C=C3C=CNC3=CC2